(-)-2-((4-(2,6-di-1-Pyrrolidinyl-4-pyrimidinyl)-1-piperazinyl)methyl)-3,4-dihydro-2,5,7,8-tetramethyl-2H-1-benzopyran-6-ol N1(CCCC1)C1=NC(=CC(=N1)N1CCN(CC1)CC1(OC2=C(CC1)C(=C(C(=C2C)C)O)C)C)N2CCCC2